3-(3-(2-fluoroethoxy)cyclobutyl)-1-(2-(2-methoxyphenyl)-2-((tetrahydro-2H-pyran-4-yl)oxy)ethyl)-5-methyl-6-(oxazol-2-yl)thieno[2,3-d]pyrimidine-2,4(1H,3H)-dione FCCOC1CC(C1)N1C(N(C2=C(C1=O)C(=C(S2)C=2OC=CN2)C)CC(OC2CCOCC2)C2=C(C=CC=C2)OC)=O